4-amino-3-chloro-5-fluoro-6-(7-fluoro-1H-indole-6-yl)-2-pyridinecarboxylic acid NC1=C(C(=NC(=C1F)C1=CC=C2C=CNC2=C1F)C(=O)O)Cl